(S)-N-(4-bromobenzyl)-4-(2-(4-(trifluoromethyl)phenyl)-2H-pyrazolo[3,4-d]pyrimidin-4-yl)piperazine-2-carboxamide BrC1=CC=C(CNC(=O)[C@H]2NCCN(C2)C=2C=3C(N=CN2)=NN(C3)C3=CC=C(C=C3)C(F)(F)F)C=C1